C(#N)C=1C(NC=C(C1OC)Cl)=O 3-cyano-4-methoxy-5-chloro-2-pyridone